ClC1=NC=C(C2=CC=C(C=C12)OCC#N)C1=C(C=CC=C1C)C 2-((1-chloro-4-(2,6-dimethylphenyl)isoquinolin-7-yl)oxy)acetonitrile